CC1=C(OC=2CCC3=CN(N=C3C21)CC2(COC2)C)C(=O)NC[C@H]2OCCC2 8-methyl-2-[(3-methyloxetan-3-yl)methyl]-N-[(2S)-tetrahydrofuran-2-ylmethyl]-4,5-dihydro-2H-furo[2,3-g]indazole-7-carboxamide